(3S)-3-ethylpyrrolidine C(C)[C@@H]1CNCC1